1-(tert-butoxycarbonyl)-4-phenethylpiperidine-2-carboxylic acid C(C)(C)(C)OC(=O)N1C(CC(CC1)CCC1=CC=CC=C1)C(=O)O